O[C@H](C(=O)N1CC2=C(CCC1)N=C(NC2=O)C2(CC2)C2=CC=CC=C2)C2=CC(=CC=C2)C(F)(F)F (S)-6-(2-hydroxy-2-(3-(trifluoromethyl)phenyl)acetyl)-2-(1-phenylcyclopropyl)-3,5,6,7,8,9-hexahydro-4H-pyrimido[5,4-c]azepin-4-one